ethyl 2,4-diketo-valerate O=C(C(=O)OCC)CC(C)=O